7,8-dichloro-6-(2,6-difluorophenyl)-4H-[1,2,4]triazolo[1,5-a][1,4]benzodiazepine-2-carboxylic acid ClC1=C(C=CC2=C1C(=NCC=1N2N=C(N1)C(=O)O)C1=C(C=CC=C1F)F)Cl